OC(CC=CC=CC=O)CC(CC(CC(CC(CC(C)O)O)O)O)O 7,9,11,13,15,17-hexahydroxyoctadeca-2,4-dienal